S(=O)(=O)(C1=CC=C(C)C=C1)S(=O)(=O)N tosyl-sulphonamide